ClC=1C(=CC=C2C=NC(=NC12)C=1C=NN(C1)C1CCN(CC1)S(=O)(C)=NC)OC=1C=CC2=C(NC(=N2)C)C1 {[4-(4-{8-chloro-7-[(2-methyl-1H-1,3-benzodiazol-6-yl)oxy]quinazolin-2-yl}-1H-pyrazol-yl)piperidin-1-yl](methyl)oxo-λ6-sulfanylidene}(methyl)amine